9,9-dimethyl-N,5-diphenyl-9H-fluoren-2-amine CC1(C2=CC=CC(=C2C=2C=CC(=CC12)NC1=CC=CC=C1)C1=CC=CC=C1)C